1-(5-amino-2-(furan-2-yl)-7H-pyrazolo[4,3-e][1,2,4]triazolo[1,5-c]pyrimidin-7-yl)-1,2,3,4-tetrahydronaphthalene-1-carboxylic acid methyl ester COC(=O)C1(CCCC2=CC=CC=C12)N1N=CC=2C=3N(C(=NC21)N)N=C(N3)C=3OC=CC3